FC=1C=C(C#N)C=C(C1)OC=1C=CC2=C(C(N(S2(=O)=O)C(C)CC)=O)C1C 3-fluoro-5-((2-(sec-butyl)-4-methyl-1,1-dioxido-3-oxo-2,3-dihydrobenzo[d]isothiazol-5-yl)oxy)benzonitrile